N-(5-cyclopropyl-1H-pyrazol-3-yl)-2-(6-(6-((5-methoxypyridin-2-yl)methyl)-3,6-diazabicyclo[3.1.1]heptan-3-yl)pyridin-3-yl)quinazolin-4-amine C1(CC1)C1=CC(=NN1)NC1=NC(=NC2=CC=CC=C12)C=1C=NC(=CC1)N1CC2N(C(C1)C2)CC2=NC=C(C=C2)OC